1-(2-[[(1R)-1-phenylethyl]amino]ethyl)-1H-pyrazole C1(=CC=CC=C1)[C@@H](C)NCCN1N=CC=C1